C[C@@H]1CC[C@H]2[C@H](C1)C=C[C@@H]([C@@H]2CC[C@H](C[C@H](CC(=O)O)O)O)C The molecule is a polyketide obtained by hydrolysis of the pyranone ring of dihydromonacolin L. It has a role as a Saccharomyces cerevisiae metabolite. It is a dihydroxy monocarboxylic acid, a carbobicyclic compound, a polyketide and a member of octahydronaphthalenes. It derives from a dihydromonacolin L. It is a conjugate acid of a dihydromonacolin L carboxylate.